FC1=C(C=C(C=C1)N1C(=C(C2=C1C=C1C=NN(C1=C2)C(C(C)(C)C)=O)I)C2CCOCC2)OC 1-[5-(4-fluoro-3-methoxy-phenyl)-7-iodo-6-tetrahydropyran-4-yl-pyrrolo[2,3-f]indazol-1-yl]-2,2-dimethyl-propan-1-one